7-(3,6-diazabicyclo[3.1.1]heptane-6-yl)-2-(2,6-dioxopiperidin-3-yl)-4,5-difluoroisoindol C12CNCC(N1C1=CC(=C(C3=CN(C=C13)C1C(NC(CC1)=O)=O)F)F)C2